C1(CCCC1)N1C(C(=CC2=C1N=C(N=C2)NC2=CC=C(C=N2)N2C(CCC2)C(=O)O)CC)=O 1-[6-(8-Cyclopentyl-6-ethyl-7-oxo-7,8-dihydro-pyrido[2,3-d]pyrimidin-2-ylamino)-pyridin-3-yl]-pyrrolidine-2-carboxylic acid